OC[C@@H]1CN(C[C@H]1OC)C(=O)OC(C)(C)C trans-tert-butyl 3-(hydroxymethyl)-4-methoxypyrrolidine-1-carboxylate